ClC1=CC(=NC=C1)C(=O)NC1=NC(=CN=C1)OC=1C=NC=NC1 4-chloro-N-(6-(pyrimidin-5-yloxy)pyrazin-2-yl)picolinamide